3-(perfluoro-5-methylhexyl)-1,2-epoxypropane FC(C(C(C(C(C(F)(F)F)(C(F)(F)F)F)(F)F)(F)F)(F)F)(CC1CO1)F